decyl N,N-dimethylamino acetate CCCCCCCCCCOC(=O)CN(C)C